Prolinamidoethyl-Imidazole N1[C@@H](CCC1)C(=O)NCCC=1NC=CN1